N-(3-(4'-(3-Methoxy-3-Methylbutoxy)-4,5,5',6'-Tetrahydro-2H-Spiro[Furan-3,8'-Pyrano[3,4-b]Pyridin]-2'-yl)-1-Methyl-1H-pYrrolo[2,3-c]pYridin-5-yl)Acetamide COC(CCOC1=C2C(=NC(=C1)C1=CN(C3=CN=C(C=C31)NC(C)=O)C)C3(OCC2)COCC3)(C)C